4-(9-octadecenoylamino)-4-hydroxycarbamoylbutanoic acid C(CCCCCCCC=CCCCCCCCC)(=O)NC(CCC(=O)O)C(NO)=O